CN(C=1C=2N=CN([C@H]3[C@H](OC)[C@H](O)[C@@H](CO)O3)C2N=CN1)C N6,N6,2'-O-trimethyladenosine